5,6-dichloro-1-(2-morpholinoethyl)-3-(piperidin-4-yl)-1,3-dihydro-2H-benzo[d]imidazol-2-one trifluoroacetate FC(C(=O)O)(F)F.ClC1=CC2=C(N(C(N2C2CCNCC2)=O)CCN2CCOCC2)C=C1Cl